ClC1=CC=C(OCC(CC(C#N)C#N)SC2=NC=CC=C2C#N)C=C1 [3-(4-chlorophenoxy)-2-[(3-cyano-2-pyridinyl)sulfanyl]propyl]malononitrile